ClC1=C(C=C(OCC(=O)N[C@H]2CC[C@@H](N(C2)C(=O)OC(C)(C)C)C=2OC(=NN2)C2CN(C2)CC(F)(F)F)C=C1)F tert-butyl (2R,5S)-5-[2-(4-chloro-3-fluorophenoxy)acetamido]-2-{5-[1-(2,2,2-trifluoroethyl)azetidin-3-yl]-1,3,4-oxadiazol-2-yl}piperidine-1-carboxylate